[C@H]12OC[C@H](N(C1)C1=NC=3N(C=C1)N(CC3)C=3C(=NN(C3)C3CCNCC3)C(F)F)C2 5-((1R,4R)-2-oxa-5-azabicyclo[2.2.1]heptan-5-yl)-N-(3-(difluoromethyl)-1-(piperidin-4-yl)-1H-pyrazol-4-yl)pyrazolo[1,5-a]pyrimidine